N-((R)-1-(3-amino-5-(trifluoromethyl)phenyl)ethyl)-7-methoxy-2-methyl-6-(((S)-tetrahydrofuran-3-yl)oxy)quinazolin-4-amine NC=1C=C(C=C(C1)C(F)(F)F)[C@@H](C)NC1=NC(=NC2=CC(=C(C=C12)O[C@@H]1COCC1)OC)C